2,2,6,6-tetramethyltetrahydro-2H-pyran CC1(OC(CCC1)(C)C)C